F[B-](F)(F)F.[Hg+2].F[B-](F)(F)F Mercury(II) tetrafluoroborate